CN1C(N(N=C1)\C=C\S(=O)(=O)C1=CC=CC=C1)=O (E)-4-methyl-2-(2-(phenylsulfonyl)vinyl)-2,4-dihydro-3H-1,2,4-triazol-3-one